(E)-N'-(4-fluoro-2-iodonaphthalen-1-yl)-N,N-dimethylmethanimidamide FC1=CC(=C(C2=CC=CC=C12)/N=C/N(C)C)I